2-methyl-N-[(1s,4s)-4-{[2-(trifluoromethyl)imidazo[1,2-a]pyridin-5-yl]amino}cyclohexyl]-1,3-benzothiazole-7-carboxamide CC=1SC2=C(N1)C=CC=C2C(=O)NC2CCC(CC2)NC2=CC=CC=1N2C=C(N1)C(F)(F)F